1-(4-fluorophenyl)-6-methyl-5-(4-((2-methyl-2H-1,2,3-triazol-4-yl)sulfonyl)-1-neopentylpiperazin-2-yl)-1H-indazole FC1=CC=C(C=C1)N1N=CC2=CC(=C(C=C12)C)C1N(CCN(C1)S(=O)(=O)C1=NN(N=C1)C)CC(C)(C)C